ClC=1C=C(C=C(C1)Cl)C1(CC(=NO1)C1=CC(=C(C(=O)NC2C(CS2)=O)C=C1)C)C(F)(F)F 4-[5-(3,5-dichlorophenyl)-4,5-dihydro-5-(trifluoromethyl)-3-isoxazolyl]-2-methyl-N-(cis-1-oxo-3-thiacyclobutane-yl)-benzamide